Cl.N[C@@H](CC(=O)OC)C1=NC(=CC(=C1)C1=C(C=C(C=C1C)NS(=O)(=O)C(F)(F)F)C)Cl methyl (S)-3-amino-3-(6-chloro-4-(2,6-dimethyl-4-((trifluoromethyl)sulfonamido) phenyl)pyridin-2-yl)propanoate hydrochloride